C(C=C)N1C(C2=NC(=CC=C2C1=O)NC1=NC=C(C(=N1)N[C@H](CO)C1=CC=CC=C1)C=1OC(=NN1)C)(C)C (S)-6-allyl-2-((4-((2-hydroxy-1-phenylethyl)amino)-5-(5-methyl-1,3,4-oxadiazol-2-yl)pyrimidin-2-yl)amino)-7,7-dimethyl-6,7-dihydro-5H-pyrrolo[3,4-b]pyridin-5-one